(R)-N-(1-(5-methoxy-1H-indol-1-yl)propan-2-yl)-N-methylglycine ethyl ester C(C)OC(CN(C)[C@@H](CN1C=CC2=CC(=CC=C12)OC)C)=O